CN(CC=CC(=O)N)C 4-dimethylaminobut-2-enamide